C(#N)C1=CC(=CC=2C(=C(OC21)C)C(=O)NC2C(CNCC2)(F)F)OCC=2C(=NC=CC2)C(F)(F)F 7-Cyano-N-(3,3-Difluoropiperidin-4-Yl)-2-Methyl-5-((2-(Trifluoro-Methyl)Pyridin-3-Yl)Methoxy)Benzofuran-3-Carboxamide